Ammonium glucarate O=C([C@H](O)[C@@H](O)[C@H](O)[C@H](O)C(=O)[O-])[O-].[NH4+].[NH4+]